ClC1=NC=C(C(=C1)N1C(C2=C(C=C1)N(N=C2)CC2=C(C=CC=C2F)F)=O)Cl 5-(2,5-dichloropyridin-4-yl)-1-(2,6-difluorobenzyl)-1,5-dihydro-4H-pyrazolo[4,3-c]pyridin-4-one